ClC=1C=C(C(=C(C#N)C1)F)OC1=C(N=CNC1=O)C(C(F)(F)F)(F)F 5-chloro-2-fluoro-3-((6-oxo-4-(perfluoro-ethyl)-1,6-dihydro-pyrimidin-5-yl)oxy)-benzonitrile